ClC1=CN=C2C(=N1)N(N=C2)CC2COCC2 3-((6-chloro-1H-pyrazolo[3,4-b]pyrazin-1-yl)methyl)tetrahydrofuran